(R)-8-(1-aminoethyl)-2-(2,5-dimethylthiazol-4-yl)-3,6-dimethylquinazolin-4(3H)-one N[C@H](C)C=1C=C(C=C2C(N(C(=NC12)C=1N=C(SC1C)C)C)=O)C